5-(4-(3-(8-fluoro-2-(4-methoxybenzyl)-1-oxo-1,2-dihydroisoquinolin-3-yl)cyclopent-2-en-1-yl)piperazin-1-yl)-N-methylpicolinamide FC=1C=CC=C2C=C(N(C(C12)=O)CC1=CC=C(C=C1)OC)C1=CC(CC1)N1CCN(CC1)C=1C=CC(=NC1)C(=O)NC